C(C1=CC=CC=C1)OC1=NC(=CC=C1C1=CC(=C(C=C1F)N1CCN(CC1)C(=O)OC(C)(C)C)F)OCC1=CC=CC=C1 tert-butyl 4-[4-(2,6-dibenzyloxy-3-pyridyl)-2,5-difluoro-phenyl]piperazine-1-carboxylate